2-fluoro-4-(4,4,5,5-tetramethyl-1,3,2-dioxaborolan-2-yl)benzamide FC1=C(C(=O)N)C=CC(=C1)B1OC(C(O1)(C)C)(C)C